FC1=C(OC2=C(C=C(C=C2)NS(=O)(=O)CC)C2=CC(=[N+](C(=C2)C)[O-])OCC)C=CC(=C1)F 4-(2-(2,4-difluorophenoxy)-5-(ethylsulfonylamino)phenyl)-2-ethoxy-6-methylpyridine 1-oxide